propioyl chloride C(CC)(=O)Cl